[2-[[2-(1-adamantyl)acetyl]oxymethyl]-2-(hydroxymethyl)-3-[(Z)-octadec-9-enoyl]oxy-propyl] (Z)-octadec-9-enoate C(CCCCCCC\C=C/CCCCCCCC)(=O)OCC(COC(CCCCCCC\C=C/CCCCCCCC)=O)(CO)COC(CC12CC3CC(CC(C1)C3)C2)=O